[Si](C)(C)(C(C)(C)C)OC[C@@H]1[C@H](CC1)CO ((1S,2S)-2-(((TERT-BUTYLDIMETHYLSILYL)OXY)METHYL)CYCLOBUTYL)METHANOL